NC([C@H](C[C@H]1C(NCC1)=O)NC(=O)[C@@H]1[C@H]2C([C@H]2CN1C(C(CC1CCC1)NC(OC(C)(C)C)=O)=O)(C)C)=O tert-butyl {1-[(1R,2S,5S)-2-({(2S)-1-amino-1-oxo-3-[(3S)-2-oxopyrrolidin-3-yl]propan-2-yl}carbamoyl)-6,6-dimethyl-3-azabicyclo[3.1.0]hexan-3-yl]-3-cyclobutyl-1-oxopropan-2-yl}carbamate